ClC=1C(=C(C(=CC1)C(F)F)C=1C(=NC=CN1)C(=O)O)F (3-Chloro-6-(difluoromethyl)-2-fluorophenyl)pyrazine-2-carboxylic acid